3-ISOPROPOXY-5-(TRIFLUOROMETHOXY)PHENYLBORONIC ACID C(C)(C)OC=1C=C(C=C(C1)OC(F)(F)F)B(O)O